imino-methylether N=COC=N